FC(C(=O)[O-])(F)F.C(C)C1CCC(CC1)C(=O)OCC(COC(=O)C1CCC(CC1)CC)OC(CCC[NH2+]CCCC(OC(COC(=O)C1CCC(CC1)CC)COC(=O)C1CCC(CC1)CC)=O)=O bis(4-((1,3-bis((4-Ethylcyclohexane-1-carbonyl)oxy)propan-2-yl)oxy)-4-oxobutyl)ammonium trifluoroacetate